phenylene-bisbenzimidazole-tetrasulfonic acid tetrasodium salt [Na+].[Na+].[Na+].[Na+].C1(=C(C=CC=C1)C1=C(C(=C(C2=C1N=C(N2)S(=O)(=O)O)S(=O)(=O)O)S(=O)(=O)O)S(=O)(=O)O)C2=C(C(=C(C1=C2N=C(N1)S(=O)(=O)[O-])S(=O)(=O)[O-])S(=O)(=O)[O-])S(=O)(=O)[O-]